C1(=CC=CC=C1)C(C1=CC=CC=C1)=NCC(=O)OC(C)(C)C tertbutyl 2-(diphenylmethyleneamino)acetate